C(CCCCCCCCCCCCCCCCC)[Al]1CCCCC1 octadecyl-aluminacyclohexane